iodoline [IH]1C=CCC1